FC1=C(C=CC=C1)C1=CC(=CC=C1)C1=C(C=CC=C1)F 2,2''-difluoro-1,1':3',1''-terphenyl